(S)-4-((4-(3-chloro-4-(2-chloro-3-(1-methyl-4,5,6,7-tetrahydro-1H-imidazo[4,5-c]pyridine-2-carboxamido)phenyl)pyridin-2-yl)-2-methoxybenzyl)amino)-3-hydroxybutanoic acid ClC=1C(=NC=CC1C1=C(C(=CC=C1)NC(=O)C=1N(C2=C(CNCC2)N1)C)Cl)C1=CC(=C(CNC[C@H](CC(=O)O)O)C=C1)OC